C1(C=CCCCCCC(=O)O1)=O nonenedioic anhydride